5-(Imidazo[1,2-a]pyrimidin-6-yl)-N-(cis-3-methoxycyclobutyl)pyrrolo[2,1-f][1,2,4]triazin-2-amine N=1C=CN2C1N=CC(=C2)C=2C=CN1N=C(N=CC12)N[C@@H]1C[C@@H](C1)OC